ClCCC[C@]1(NC[C@H](C1)F)C(=O)[O-] (2R,4S)-2-(3-chloropropyl)-4-fluoropyrrolidine-2-carboxylate